FC(C1=NC(=NO1)C1=CC=C(C=C1)CN1C(=CC=C1)C(C)=O)(F)F 1-[1-[[4-[5-(trifluoromethyl)-1,2,4-oxadiazol-3-yl]phenyl]methyl]pyrrol-2-yl]ethanone